tert-Butyl 4-(3-(2-bromopyridin-4-yl)-4-(4-fluorophenyl)-4-oxobutanoyl)-2-methylpiperidine-1-carboxylate BrC1=NC=CC(=C1)C(CC(=O)C1CC(N(CC1)C(=O)OC(C)(C)C)C)C(=O)C1=CC=C(C=C1)F